ClC1=C(C(=CC=C1)Cl)C1=CC2=C(N=C(N=C2)NC2=CC=C(C=N2)OCC2CC3(C2)CN(CC3)C(=O)OC(C)(C)C)N(C1=O)C tert-butyl 2-(((6-((6-(2,6-dichlorophenyl)-8-methyl-7-oxo-7,8-dihydropyrido[2,3-d]pyrimidin-2-yl)amino)pyridin-3-yl)oxy)methyl)-6-azaspiro[3.4]octane-6-carboxylate